rel-2-((3R,4R)-4-(((6-(ethyl(4-(trifluoro-methyl)benzyl)amino)-5-fluoropyrimidin-4-yl)amino)methyl)-3,4-dihydroxypiperidin-1-yl)acetamide C(C)N(C1=C(C(=NC=N1)NC[C@]1([C@@H](CN(CC1)CC(=O)N)O)O)F)CC1=CC=C(C=C1)C(F)(F)F |o1:11,12|